tert-butyl N-[(3S,4R)-1-carbamoyl-4-[[4-(3-hydroxyprop-1-yn-1-yl)phenyl]methoxy] pentane-3-yl]carbamate C(N)(=O)CC[C@@H]([C@@H](C)OCC1=CC=C(C=C1)C#CCO)NC(OC(C)(C)C)=O